NC1=NC=2C=NC(=CC2C2=C1COC2)C(=O)N2[C@@H](CN(CC2)C(=O)OC(C)(C)C)C2=CC=C(C=C2)C(F)(F)F tert-butyl (3R)-4-(4-amino-1,3-dihydrofuro[3,4-c][1,7]naphthyridine-8-carbonyl)-3-[4-(trifluoromethyl)phenyl]piperazine-1-carboxylate